FC(C(C(F)F)O)F 1,1,3,3-tetrafluoro-2-propanol